CC1=CC=C(NC(C)=O)C=C1 4'-methylacetanilide